C(C)(C)(C)OC(=O)N[C@@](C)(C\C=C\CCC(=O)C1=NOC=C1)C=1N(C=C(N1)C1=C(C=CC=C1)F)C(=O)OC(C)(C)C (S,E)-tert-butyl 2-(2-((tert-butoxycarbonyl)amino)-8-(isoxazol-3-yl)-8-oxoocta-4-en-2-yl)-4-(2-fluorophenyl)-1H-imidazole-1-carboxylate